COCC1=C(C=CC=C1)C1=C(C=NC=C1)N 4-(methoxymethylphenyl)pyridin-3-amine